C1(CC1)C1=C(C=C2CN(CC2=C1)C(C(F)(F)F)=O)NC1=NC=C(C(=N1)C1=CC(=CS1)C(=O)OC)C(F)(F)F Methyl 5-(2-((6-cyclopropyl-2-(2,2,2-trifluoroacetyl)isoindolin-5-yl)amino)-5-(trifluoromethyl)pyrimidin-4-yl)thiophene-3-carboxylate